FC1=NC=C(C=C1C1=C2N=CN(C2=NC=N1)COCC[Si](C)(C)C)F 6-(2,5-difluoropyridin-3-yl)-9-((2-(trimethylsilyl)ethoxy)methyl)-9H-purine